C(C)(C)(C)OC(=O)N1[C@H](CN(CC1)C1=NC(=NC(=C1[N+](=O)[O-])CC1(CCCC2=CC(=CC=C12)F)C(=O)OC)Cl)CC#N (2S)-4-(2-chloro-6-((6-fluoro-1-(methoxycarbonyl)-1,2,3,4-tetrahydronaphthalen-1-yl)methyl)-5-nitropyrimidin-4-yl)-2-(cyanomethyl)piperazine-1-carboxylic acid tert-butyl ester